2-sulfanyl-3-methylbutan-2-ol SC(C)(C(C)C)O